7-(4-chlorophenyl)-5,6,7,8-tetrahydro-2,7-naphthyridine-3-carboxylic acid ethyl ester C(C)OC(=O)C=1N=CC=2CN(CCC2C1)C1=CC=C(C=C1)Cl